8-[(2,6-dimethylphenyl)methylamino]-N-(2-hydroxyethyl)-2,3-dimethylimidazo[1,2-a]pyridine-6-carboxamide CC1=C(C(=CC=C1)C)CNC=1C=2N(C=C(C1)C(=O)NCCO)C(=C(N2)C)C